2,5-dimethylaminotetrahydrofuran CNC1OC(CC1)NC